butyl-(triphenyl)phosphonium Ruthenium [Ru+3].C(CCC)[P+](C1=CC=CC=C1)(C1=CC=CC=C1)C1=CC=CC=C1